4-(((7-azaspiro[3.5]nonan-2-yl)methoxy)methyl)-5-cyclopropyl-2-fluoro-N-(methylsulfonyl)benzamide hydrochloride Cl.C1C(CC12CCNCC2)COCC2=CC(=C(C(=O)NS(=O)(=O)C)C=C2C2CC2)F